C(C)(C)(C)OC(=O)NC1=NC=CC(=C1)C1=CC=C2C(=N1)N(C(=N2)C)C2=CC(=C(C(=C2)F)N2CC1(CN(C1)C(=O)OC(C)(C)C)C2)F tert-butyl 6-(4-(5-(2-((tert-butoxycarbonyl)amino)pyridin-4-yl)-2-methyl-3H-imidazo[4,5-b]pyridin-3-yl)-2,6-difluorophenyl)-2,6-diazaspiro[3.3]heptane-2-carboxylate